FC(S(=O)(=O)C=1C=C(C=CC1)CN1CCC2(CN(C2)C(=O)OC(C)(C)C)CC1)(F)F tert-butyl 7-[[3-(trifluoromethylsulfonyl)phenyl]methyl]-2,7-diazaspiro[3.5]nonane-2-carboxylate